CC1=NC=C(N=C1)COC1=C(C=C(C=C1)[N+](=O)[O-])C 2-methyl-5-((2-methyl-4-nitrophenoxy)methyl)pyrazine